OCCOC([C@@H](NCCNCC)C)=O |r| N-[2-(ethylamino)ethyl]-DL-alanine-2-hydroxyethyl ester